O1N=C(C2=C1C=CC=C2)[C@H](C)S(=O)(=O)N (1S)-1-(1,2-benzoxazol-3-yl)ethane-1-sulfonamide